C(C)(C)(C)C1=NN(C(=C1)NC(NC1=C(C=C(OC2=CC(=NC=C2)NC(C)=O)C=C1)F)=O)C1=CC=CC=C1 N-(4-(4-(3-(3-(tert-butyl)-1-phenyl-1H-pyrazol-5-yl)ureido)-3-fluorophenoxy)pyridin-2-yl)acetamide